5-bromo-2-tert-butyl-3,6-dimethyl-pyridine BrC=1C=C(C(=NC1C)C(C)(C)C)C